ClC=1C=C(C=CC1)N1C=2N(C3=C(C1=O)C=NC(=N3)NC3=CC=C(C=C3)N3CCN(CC3)C)CCN2 6-(3-chlorophenyl)-2-((4-(4-methylpiperazin-1-yl)phenyl)amino)-8,9-dihydroimidazo[1,2-a]pyrimido[5,4-e]pyrimidin-5(6H)-one